N-(4-{[2-(2-methoxyethoxy)ethanesulfonyl]methyl}phenyl)-5H,6H,7H,8H-pyrido[3,4-d]pyrimidin-2-amine COCCOCCS(=O)(=O)CC1=CC=C(C=C1)NC=1N=CC2=C(N1)CNCC2